2-[4-(3-ethynyl-1-tetrahydropyran-2-yl-indazol-5-yl)-2-methyl-pyrazol-3-yl]oxyethanol C(#C)C1=NN(C2=CC=C(C=C12)C1=C(N(N=C1)C)OCCO)C1OCCCC1